6-chloro-N-(5-fluoro-6-phenoxy-3-pyridyl)pyrido[3,2-d]pyrimidin-4-amine ClC=1C=CC=2N=CN=C(C2N1)NC=1C=NC(=C(C1)F)OC1=CC=CC=C1